(R)-1-(5-chloro-4-methyl-1H-pyrazolo[3,4-c]pyridazin-1-yl)propan-2-ol ClC=1C(=C2C(=NN1)N(N=C2)C[C@@H](C)O)C